(E)-N-(4-(1-(6-(4-(4-(5-((2-(2,6-dioxopiperidin-3-yl)-1,3-dioxoisoindolin-4-yl)thio)pentyl)piperazin-1-yl)piperidin-1-yl)nicotinoyl)piperidin-4-yl)butyl)-3-(pyridin-3-yl)acrylamide O=C1NC(CCC1N1C(C2=CC=CC(=C2C1=O)SCCCCCN1CCN(CC1)C1CCN(CC1)C1=NC=C(C(=O)N2CCC(CC2)CCCCNC(\C=C\C=2C=NC=CC2)=O)C=C1)=O)=O